C(C)(C)(C)OC(=O)NC(C(=O)OC(CC1=CC=C(C=C1)Cl)(C)C)CC1=CC=CC=C1 1-(4-chlorophenyl)-2-methylpropan-2-yl 2-(tert-butoxycarbonylamino)-3-phenylpropanoate